NCCCNC(=O)C1=NC2=CC=CC=C2N=C1NC=1C=C(C=CC1)C N-(3-aminopropyl)-3-((3-tolyl)amino)quinoxaline-2-carboxamide